C(C#C)OCCOCCC(=O)O 3-{[2-(prop-2-ynyloxy)ethyl]oxy}propionic acid